N-[2-[[(2S)-2-[but-2-ynoyl(methyl)amino]propanoyl]amino]ethyl]-5-[(5-fluoro-2-oxo-indolin-3-ylidene)methyl]-4-methyl-1H-pyrrole-3-carboxamide C(C#CC)(=O)N([C@H](C(=O)NCCNC(=O)C1=CNC(=C1C)C=C1C(NC2=CC=C(C=C12)F)=O)C)C